FC(C)(F)C=1OC(=NN1)N1[C@H](C2=C(CC1)NC=N2)C2=NN1C(C(=CC=C1)C(F)(F)F)=C2 (R)-2-(1,1-difluoroethyl)-5-(4-(4-(trifluoromethyl)pyrazolo[1,5-a]pyridin-2-yl)-1,4,6,7-tetrahydro-5H-imidazo[4,5-c]pyridin-5-yl)-1,3,4-oxadiazole